2-((2-ethoxyphenoxy)methyl)morpholine-4-carboxylic acid 1-chloroethyl ester ClC(C)OC(=O)N1CC(OCC1)COC1=C(C=CC=C1)OCC